ClC=1C=C(C=CC1F)N1N=C2C([C@@H](NCC2)C)=C1N1C(N(C=C1)C=1C(=C2C=NN(C2=CC1)C([2H])([2H])[2H])F)=O (S)-1-(2-(3-chloro-4-fluorophenyl)-4-methyl-4,5,6,7-tetrahydro-2H-pyrazolo[4,3-c]pyridine-3-yl)-3-(4-fluoro-1-(methyl-d3)-1H-indazole-5-yl)-1,3-dihydro-2H-imidazol-2-one